2-Ethyl-4-{6-[2-(5-fluoro-2,7-dimethyl-benzo[b]thiophen-3-yl)-ethylamino]-pyrimidin-4-yl}-benzoic acid methyl ester COC(C1=C(C=C(C=C1)C1=NC=NC(=C1)NCCC=1C2=C(SC1C)C(=CC(=C2)F)C)CC)=O